N-((2R,3S)-1-(1-(4-fluorophenyl)-1H-indazol-5-yl)-4,4-dimethyl-5-oxo-2-phenylpyrrolidin-3-yl)oxazole-5-carboxamide FC1=CC=C(C=C1)N1N=CC2=CC(=CC=C12)N1[C@@H]([C@H](C(C1=O)(C)C)NC(=O)C1=CN=CO1)C1=CC=CC=C1